4-(6-Methoxy-5-(6-(trifluoromethyl)picolinamido)-2H-indazol-2-yl)piperidine COC=1C(=CC2=CN(N=C2C1)C1CCNCC1)NC(C1=NC(=CC=C1)C(F)(F)F)=O